2-[4-(3-Oxo-3-phenylprop-1-enyl)phenoxy]terephthalic acid O=C(C=CC1=CC=C(OC2=C(C(=O)O)C=CC(=C2)C(=O)O)C=C1)C1=CC=CC=C1